[4-(5-tert-butyl-1,3,4-oxadiazol-2-yl)phenyl]-[6-(3-cyclopropylpyrazol-1-yl)-2-azaspiro[3.3]heptan-2-yl]methanone C(C)(C)(C)C1=NN=C(O1)C1=CC=C(C=C1)C(=O)N1CC2(C1)CC(C2)N2N=C(C=C2)C2CC2